methyl 19-amino-5-oxo-3,10,13,16-tetraoxa-6-azanonadecan-1-oate NCCCOCCOCCOCCCNC(COCC(=O)OC)=O